(S)-2-((6-(3-(4-Acryloylpiperazin-1-yl)propyl)-8-fluoro-1-methyl-2-oxo-1,2,3,4,5,6-hexahydrobenzo[b][1,4]diazocin-3-yl)amino)-6-methyl-4-(trifluoromethyl)nicotinonitrile C(C=C)(=O)N1CCN(CC1)CCCN1C2=C(N(C([C@H](CC1)NC1=C(C#N)C(=CC(=N1)C)C(F)(F)F)=O)C)C=CC(=C2)F